8-(bicyclo[3.1.0]hex-3-yl)-2-((1-(methylsulfonyl)piperidin-4-yl)amino)-7-oxo-7,8-dihydropyrido[2,3-d]pyrimidine-6-carbonitrile C12CC(CC2C1)N1C(C(=CC2=C1N=C(N=C2)NC2CCN(CC2)S(=O)(=O)C)C#N)=O